(Z)-2-azido-3-[2-(2-methoxyphenyl)thiazol-5-yl]prop-2-enoic acid ethyl ester C(C)OC(/C(=C/C1=CN=C(S1)C1=C(C=CC=C1)OC)/N=[N+]=[N-])=O